(3-(5-(5-(2,3-dihydro-1H-inden-4-yl)-6-methoxy-1H-pyrazolo[4,3-b]pyridin-3-yl)pyridin-2-yl)cyclopentyl)-2-hydroxy-N-methylacetamide C1CCC2=C(C=CC=C12)C1=C(C=C2C(=N1)C(=NN2)C=2C=CC(=NC2)C2CC(CC2)C(C(=O)NC)O)OC